4-fluorophenyl-methyl iodide ammonium salt [NH4+].FC1=CC=C(C=C1)CI